The molecule is a polyprenyl glycosyl phosphate consisting of N,N'-diacetyl-alpha-D-bacillosamine linked via a diphospho group to tritrans,heptacis-undecaprenol. It is a conjugate acid of a N,N'-diacetyl-alpha-D-bacillosaminyl-tritrans,heptacis-undecaprenyl diphosphate(2-). C[C@@H]1[C@H]([C@@H]([C@H]([C@H](O1)OP(=O)(O)OP(=O)(O)OC/C=C(/C)\\CC/C=C(/C)\\CC/C=C(/C)\\CC/C=C(/C)\\CC/C=C(/C)\\CC/C=C(/C)\\CC/C=C(/C)\\CC/C=C(\\C)/CC/C=C(\\C)/CC/C=C(\\C)/CCC=C(C)C)NC(=O)C)O)NC(=O)C